5-(3,5-difluorobenzyl)-1-(tetrahydro-2H-pyran-2-yl)-1H-indazole-3-carbaldehyde FC=1C=C(CC=2C=C3C(=NN(C3=CC2)C2OCCCC2)C=O)C=C(C1)F